2-[3-(5-phenyl-1,3,4-thiadiazol-2-yl)piperidin-1-yl]-6-(1,3,4-thiadiazol-2-yl)pyrazin C1(=CC=CC=C1)C1=NN=C(S1)C1CN(CCC1)C1=NC(=CN=C1)C=1SC=NN1